OC=1C=C(C(=O)N2CCN(CC2)C2=C(C=C(C=C2)C(CCCCCCCC)=O)F)C=CC1O 1-(4-(4-(3,4-dihydroxybenzoyl)piperazin-1-yl)-3-fluorophenyl)nonan-1-one